C(C)C1=C(C=CC(=C1)F)N1CN(C(C2=C1C=C(N=C2)C(F)(F)F)=O)C2=C(NC(C=C2)=O)C 1-(2-ethyl-4-fluoro-phenyl)-3-(2-meth-yl-6-oxo-1,6-dihydropyridin-3-yl)-7-(trifluoro-methyl)-2,3-dihydro-pyrido[4,3-d]pyrimidin-4(1H)-one